ClC1=CC=C(C=C1)/C=C/C(=O)C=1C(=C2C=CC(OC2=CC1OC)(C)C)OC (E)-3-(4-chlorophenyl)-1-(5,7-dimethoxy-2,2-dimethyl-2H-chromen-6-yl)prop-2-en-1-one